FC=1C=CC=C2C3=C(NC12)C=1N(CC3)C(C3=C(N1)N=CC=C3)=O 12-fluoro-8,13-dihydropyrido[2'',3'':4',5']pyrimido[1',2':1,2]pyrido[3,4-b]indol-5(7H)-one